ClNS(=O)(=O)N N-chlorosulfamide